C(C)N1N=C(C(=C1)C1=C(CCCC1)C1=C2C(=CN=C1)SC(=C2)C#N)C(F)(F)F 4-(2-(1-ethyl-3-(trifluoromethyl)-1H-pyrazol-4-yl)cyclohex-1-en-1-yl)thieno[2,3-c]pyridine-2-carbonitrile